(S)-N-(4-((3-chloro-2-fluorophenyl)amino)-7-((1,3-dimethylpiperidin-3-yl)ethynyl)quinazolin-6-yl)acrylamide ClC=1C(=C(C=CC1)NC1=NC=NC2=CC(=C(C=C12)NC(C=C)=O)C#C[C@]1(CN(CCC1)C)C)F